(4-((3-chlorobenzyl)amino)-6-(3,5-dimethylisoxazol-4-yl)quinolin-2-yl)(1,4,6,7-tetrahydro-5H-pyrazolo[4,3-c]pyridin-5-yl)methanone ClC=1C=C(CNC2=CC(=NC3=CC=C(C=C23)C=2C(=NOC2C)C)C(=O)N2CC3=C(CC2)NN=C3)C=CC1